tert-Butyl 6-(2-ethoxy-2-oxoethylidene)-1,4-oxazepane-4-carboxylate C(C)OC(C=C1CN(CCOC1)C(=O)OC(C)(C)C)=O